CC1=CC=2NC3=CC(=CC=C3OC2C=C1)C 2,8-dimethyl-phenoxazine